CC=1C=C(C=NNC2=C3N=CN(C3=NC(=N2)N2CCOCC2)CC(=O)C=2C=C(C=CC2)C)C=CC1 2-(6-(2-(3-methylbenzylidene)hydrazinyl)-2-morpholino-9H-purin-9-yl)-1-(m-tolyl)Ethan-1-one